(Z)-3-(4-{4-methyl-6-(tetrahydropyran-2-yloxy)-3-[3-(tetrahydropyran-2-yloxy)phenyl]-2H-chromen-2-yl}phenyl)allylamine CC1=C(C(OC2=CC=C(C=C12)OC1OCCCC1)C1=CC=C(C=C1)\C=C/CN)C1=CC(=CC=C1)OC1OCCCC1